(3R,4R)-3-cyclopropyl-4-methyl-2-oxopyrrolidine-3-carbonitrile C1(CC1)[C@]1(C(NC[C@@H]1C)=O)C#N